4-bromo-1-(3,5-difluorobenzyl)-2-(fluoromethyl)-1H-imidazole BrC=1N=C(N(C1)CC1=CC(=CC(=C1)F)F)CF